dehydro-β-linalool CC(=CCCC(C)(C#C)O)C